5-cyano-N-(1-(5-(3-cyano-6-(2-hydroxy-2-methylpropoxy)pyrazolo[1,5-a]pyridin-4-yl)pyridin-2-yl)-4-methylpiperidin-4-yl)-2-methylbenzamide C(#N)C=1C=CC(=C(C(=O)NC2(CCN(CC2)C2=NC=C(C=C2)C=2C=3N(C=C(C2)OCC(C)(C)O)N=CC3C#N)C)C1)C